Cl\C(\C(=O)OCC)=N/O ethyl (2Z)-2-chloro-2-(hydroxyimino)acetate